N(=C=O)CC(C)N=C=O 1,2-diisocyanatopropane